CC1=C(C2=C(N=CN=C2NC2(CC2)C)O1)C(=O)NCC=1N=C(SC1)N1CCOCC1 6-methyl-4-[(1-methylcyclopropyl)amino]-N-{[2-(morpholin-4-yl)-1,3-thiazol-4-yl]methyl}furo[2,3-d]pyrimidine-5-carboxamide